C(C)OSSOCC diethoxy disulfide